C(C)(C)(C)OC(N[C@@H](CC1C(OC(OC1=O)(C)C)=O)CC1=CC=C(C=C1)C1=C(C=CC(=C1)Cl)F)=O [(S)-1-(5'-Chloro-2'-fluorobiphenyl-4-ylmethyl)-2-(2,2-dimethyl-4,6-dioxo-[1,3]dioxan-5-yl)-ethyl]carbamic acid t-butyl ester